(4-fluorophenyl)-2-(piperidin-4-ylidene)acetonitrile hydrochloride salt Cl.FC1=CC=C(C=C1)C(C#N)=C1CCNCC1